5-(3,6-dihydro-2H-pyran-4-yl)-N-(4-(4-methylpiperazin-1-yl)phenyl)-4-(3-phenylisoxazolidin-2-yl)pyrimidin-2-amine O1CCC(=CC1)C=1C(=NC(=NC1)NC1=CC=C(C=C1)N1CCN(CC1)C)N1OCCC1C1=CC=CC=C1